1-amino-2-cyanopyridine NN1C(C=CC=C1)C#N